[N+](=O)([O-])[O-].[N+](=O)([O-])[O-].[Ca+2] calcium dinitrate